N'-{1,4,7-triazacyclononane-1,4-diylbis[methylene(2-hydroxy-5-methyl-3,1-phenylene)]}bis[3-hydroxy-2-(hydroxymethyl)propanamide] N1(CCN(CCNCC1)CC=1C(=C(C=C(C1)C)C(C(=O)N)(CO)CO)O)CC=1C(=C(C=C(C1)C)C(C(=O)N)(CO)CO)O